ClC1=CC=C(C=C1)N1CCN(CC1)CC1=C(C=CC(=C1)N1CCC(CC1)N1CCCC1)C(F)(F)F 1-(4-chlorophenyl)-4-(5-(4-(pyrrolidin-1-yl)piperidin-1-yl)-2-(trifluoromethyl)benzyl)piperazine